C1(=CC=CC=C1)C(C1=CC=CC=C1)=N[C@H](C(=O)OC(C)(C)C)CC1=CC=C(C=C1)SC(F)(F)F tert-butyl (2S)-2-[(diphenylmethylidene)amino]-3-[4-[(trifluoromethyl)sulfanyl]phenyl]propanoate